tert-Butyl 5-(4-{[(2S,4R)-2-methyl-1-propionyl-1,2,3,4-tetrahydroquinolin-4-yl]amino}benzoyl)-2,5-diazabicyclo[2.2.1]heptane-2-carboxylate C[C@@H]1N(C2=CC=CC=C2[C@@H](C1)NC1=CC=C(C(=O)N2C3CN(C(C2)C3)C(=O)OC(C)(C)C)C=C1)C(CC)=O